(4S)-2-[(1-Acetylpiperidin-4-yl)methyl]-N-{[(2R)-1,4-dioxan-2-yl]methyl}-4-methyl-8-(trifluoromethyl)-4,5-dihydro-2H-furo[2,3-g]indazole-7-carboxamide C(C)(=O)N1CCC(CC1)CN1N=C2C3=C(C[C@@H](C2=C1)C)OC(=C3C(F)(F)F)C(=O)NC[C@H]3OCCOC3